ICC=1OC(C2=CC=CC=C2C1)=O 3-(iodomethyl)-1H-isochromen-1-one